C(=O)([O-])C(O)C(O)C(=O)[O-].[Li+].[Li+] Lithium tartrat